Cl.NCC1=CC=C(C(=O)NCC2=CC=C(C=C2)OCC(=O)N2C[C@H](C(C2)=O)O)C=C1 (R)-4-(aminomethyl)-N-(4-(2-(3-hydroxy-4-oxopyrrolidin-1-yl)-2-oxoethoxy)benzyl)benzamide hydrochloride